tris(2,2,2-trifluoroethoxy)-trimethylsilylimino-λ5-phosphane FC(COP(=N[Si](C)(C)C)(OCC(F)(F)F)OCC(F)(F)F)(F)F